CNC(=O)C1=CC=2N(C(C(=C(N2)C(F)(F)F)C2=CC=C(C=C2)OCC(F)(F)F)=O)C=C1 N-methyl-4-oxo-3-(4-(2,2,2-trifluoroethoxy)phenyl)-2-(trifluoromethyl)-4H-pyrido[1,2-a]pyrimidine-8-carboxamide